3-(1-(4-Chlorophenyl)-1H-pyrazol-4-yl)-5-fluorobenzyl-carbamic acid tert-butyl ester C(C)(C)(C)OC(NCC1=CC(=CC(=C1)F)C=1C=NN(C1)C1=CC=C(C=C1)Cl)=O